tert-butyl N-[(2S)-1-hydroxy-3-[4-methyl-1-(4-methylbenzenesulfonyl)-1H-indazol-5-yl]propan-2-yl]carbamate OC[C@H](CC=1C(=C2C=NN(C2=CC1)S(=O)(=O)C1=CC=C(C=C1)C)C)NC(OC(C)(C)C)=O